C1=NC=CC=2NC=3C=C(C=CC3C21)C=2C=CC(=NC2)OC2CC(C2)OC=2C=NC(=NC2)C#CCOC=2C=C1CN(C(C1=CC2)=O)C2C(NC(CC2)=O)=O 3-(5-((3-(5-((1r,3r)-3-((5-(5H-pyrido[4,3-b]indol-7-yl)pyridin-2-yl)oxy)cyclobutoxy)pyrimidin-2-yl)prop-2-yn-1-yl)oxy)-1-oxoisoindolin-2-yl)piperidine-2,6-dione